tert-butyl 2-trifluoromethylpiperazine-1-carboxylate FC(C1N(CCNC1)C(=O)OC(C)(C)C)(F)F